FC=1C(=CC(=NC1)OC)C(C(=O)[O-])(C(=O)[O-])C.[Na+].[Na+] Disodium (5-fluoro-2-methoxypyridin-4-yl)(methyl)propanedioate